6-methyl-2-oxo-2,3-dihydro-1H-benzo[d]imidazole-5-carboxylic acid CC=1C(=CC2=C(NC(N2)=O)C1)C(=O)O